C(=O)(O)C1=C(C=CC=C1C(=O)O)C(C)(C)C1=C(C(=CC=C1)C(=O)O)C(=O)O 2,2-bis(2,3-dicarboxyphenyl)-propane